C(C1=CC=CC=C1)O[C@@H]1[C@@H]([C@@H]2C(O[C@H](C(N2)=O)CC(=O)OC)O[C@@H]1COCC1=CC=CC=C1)OCC1=CC=CC=C1 methyl 2-((3S,6R,7R,8R,8aR)-7,8-bis(benzyloxy)-6-((benzyloxy)methyl)-2-oxohexahydro-1H,6H-pyrano[2,3-b][1,4]oxazin-3-yl)acetate